[N+](=O)([O-])C1=CC=C(OP(=O)(OC2=CC=CC=C2)N[C@@H](C)C(=O)OC)C=C1 methyl ((4-nitrophenoxy)(phenoxy)phosphoryl)-L-alaninate